Butyl 7-(1-(5-bromopyridin-2-yl)-2,2,2-trifluoroethyl)-1,6-dioxo-2,7-diazaspiro[4.4]nonane-2-carboxylate BrC=1C=CC(=NC1)C(C(F)(F)F)N1C(C2(CCN(C2=O)C(=O)OCCCC)CC1)=O